(Z)-8-bromo-1-methyl-3-(2-methylhydrazineylidene)-1,2,3,4-tetrahydropyrido[3,4-b]pyrazine BrC1=CN=CC=2N\C(\CN(C21)C)=N/NC